2-(methylamino)-4-(4-fluorophenyl)thiazole-5-carbonitrile CNC=1SC(=C(N1)C1=CC=C(C=C1)F)C#N